N1(CCOCC1)C1CCN(CC1)CC1=NC2=CC=CC=C2C(=C1)C(=O)NC1(CC1)C1=CC=CC=C1 [4-(4-morpholinyl)-1-piperidinyl]methyl-N-(1-phenylcyclopropyl)-4-quinolinecarboxamide